Methyl 4-(2-cyclopropyl-3,5-difluorophenyl)-2-methyl-5-oxo-1,4,5,7-tetrahydrofurano[3,4-b]pyridine-3-carboxylate C1(CC1)C1=C(C=C(C=C1F)F)C1C2=C(NC(=C1C(=O)OC)C)COC2=O